ClC=1C=C(C=CC1Cl)B(O)O 3,4-dichlorophenyl-boronic acid